BrC=1N=C2C(=NC1)N(C(=N2)C2=NC(=CC=C2)C(F)(F)F)C 5-bromo-1-methyl-2-(6-(trifluoromethyl)pyridin-2-yl)-1H-imidazo[4,5-b]pyrazine